1,2-bis(6-methoxyquinoline-2-yl)ethylene COC=1C=C2C=CC(=NC2=CC1)C=CC1=NC2=CC=C(C=C2C=C1)OC